(5S,7S)-5-(2-Chlorophenyl)-7-fluoro-2-[(1R)-2,2-difluorocyclopropyl]sulfonyl-6,7-dihydro-5H-pyrrolo[1,2-b][1,2,4]triazol ClC1=C(C=CC=C1)[C@@H]1C[C@@H](C=2N1N=C(N2)S(=O)(=O)[C@H]2C(C2)(F)F)F